COC1=NC=CC(=C1)CN (2-methoxypyridin-4-yl)methanamine